1-(4-((3-Chloro-5-hydroxyphenyl)amino)-3-cyano-7-ethoxyquinolin-6-yl)-3-(1-ethylpiperidin-4-yl)urea ClC=1C=C(C=C(C1)O)NC1=C(C=NC2=CC(=C(C=C12)NC(=O)NC1CCN(CC1)CC)OCC)C#N